((3-hydroxyoxetan-3-yl)methyl)-2-((6-(trifluoromethoxy)benzo[d]oxazol-2-yl)amino)-1H-benzo[d]imidazole-5-carboxylic acid OC1(COC1)CN1C(=NC2=C1C=CC(=C2)C(=O)O)NC=2OC1=C(N2)C=CC(=C1)OC(F)(F)F